hydroxy-(1H-imidazol-2-yl)-methanesulfinic acid OC(S(=O)O)C=1NC=CN1